β-hydroxyethylamino-3,4-methylenedioxybenzene OCCNC1=CC2=C(C=C1)OCO2